C(C)OC(C=CC1=CC=C(C=C1)C(C1=CC=C(C=C1)OCCCCO)=O)=O 4-[4-(4-hydroxybutyloxy)benzoyl]cinnamic acid ethyl ester